[Si]([O-])([O-])([O-])[O-].[Li+].[Li+].[Li+].[Li+] Lithium monosilicate